C1(=CC=CC=C1)C(C1=CC=CC=C1)=NC1=CC=CC=C1 diphenylmethyleneaniline